C1=C(C=CC2=CC=CC=C12)C(CS(=O)(=O)C1=CC=C(C)C=C1)=O 1-(naphthalen-2-yl)-2-tosyl-ethan-1-one